8-(4-chloro-2-fluorophenyl)-2,3-dimethyl-6-(9-methyl-1-oxa-4,9-diazaspiro[5.5]undec-4-yl)pyrimido[5,4-d]pyrimidin-4(3H)-one ClC1=CC(=C(C=C1)C1=NC(=NC2=C1N=C(N(C2=O)C)C)N2CCOC1(C2)CCN(CC1)C)F